FC1=C(C(=CC(=C1)N[C@@H](C)C1=C(C=CC(=C1)OC)F)F)S(=O)(=O)NC=1N=CSC1 (S)-2,6-difluoro-4-((1-(2-fluoro-5-methoxyphenyl)ethyl)amino)-N-(thiazol-4-yl)benzenesulfonamide